diethylsilyl-bis(methylcyclopentadienyl)zirconium diiodide [I-].[I-].C(C)[SiH](CC)[Zr+2](C1(C=CC=C1)C)C1(C=CC=C1)C